(3R)-3-(tert-butoxycarbonylamino)-4-oxo-5-[[4-[5-(trifluoromethyl)-1,2,4-oxadiazol-3-yl]phenyl]methyl]-2,3-dihydro-1,5-benzothiazepine-7-Formic acid C(C)(C)(C)OC(=O)N[C@H]1CSC2=C(N(C1=O)CC1=CC=C(C=C1)C1=NOC(=N1)C(F)(F)F)C=C(C=C2)C(=O)O